BrC1=CC=2C(C3=CC(=CC=C3C2C=C1)Br)(N(C(CC)=O)CC=1SC=CC1)N(C(CC)=O)CC=1SC=CC1 2,7-dibromo-9,9-bis(N-(thien-2-ylmethyl)propionamido)fluorene